OCC=1C(=NC=CC1)NC=1N=C(N=NC1C(=O)N)NC1=C(C=C2CCN(CC2=C1)C(C)C)OC ((3-(hydroxymethyl)pyridin-2-yl)amino)-3-((2-isopropyl-6-methoxy-1,2,3,4-tetrahydroisoquinolin-7-yl)amino)-1,2,4-triazine-6-carboxamide